2-chloro-4-fluoro-5-[3-methyl-2,6-dioxo-4-(trifluoromethyl)-3,6-dihydropyrimidine-1(2H)-yl]-N-[methyl(1-methylethyl)sulfamoyl]benzamide ClC1=C(C(=O)NS(N(C(C)C)C)(=O)=O)C=C(C(=C1)F)N1C(N(C(=CC1=O)C(F)(F)F)C)=O